1-benzyl-6-ethyl-7-(naphthalen-1-ylmethyl)-5-oxo-8-(3-(trifluoromethyl)phenyl)-1,2,3,5-tetrahydroimidazo[1,2-a]pyridine-3-carboxylic acid C(C1=CC=CC=C1)N1CC(N2C1=C(C(=C(C2=O)CC)CC2=CC=CC1=CC=CC=C21)C2=CC(=CC=C2)C(F)(F)F)C(=O)O